C(C)(C)(C)OC(=O)N1C=CC2=CC=CC=C12 1-tert-butoxycarbonyl-indole